N-(3-((tert-butoxycarbonyl)(methyl)amino)propanoyl)-N-methyl-L-valine C(C)(C)(C)OC(=O)N(CCC(=O)N([C@@H](C(C)C)C(=O)O)C)C